3-(o-Ethylphenyl)-2,2-dimethylpropionaldehyde C(C)C1=C(C=CC=C1)CC(C=O)(C)C